NC1=NC(=NC=C1CN(C=O)C(C)=C(CCOP(=O)(O)O)\S=C(\C1=C(C=CC=C1F)F)/[O-])C (Z)-S-(2-(N-((4-amino-2-methylpyrimidin-5-yl)methyl)formamido)-5-(phosphonooxy)pent-2-en-3-yl)2,6-difluorobenzothioate